methyl 2-amino-2-(4-chloro-2,5-difluoro-phenyl)acetate NC(C(=O)OC)C1=C(C=C(C(=C1)F)Cl)F